6-(3-Methoxyazetidin-1-yl)quinoline-4-carboxylic acid ethyl ester C(C)OC(=O)C1=CC=NC2=CC=C(C=C12)N1CC(C1)OC